OC=1C=C(C#N)C=C(C1C1=CC=C2C(=N1)N=C(O2)N[C@H]2CN(CCC2)CCO)C 3-Hydroxy-4-[2-[[(3R)-1-(2-hydroxyethyl)-3-piperidyl]amino]oxazolo[4,5-b]pyridin-5-yl]-5-methyl-benzonitrile